(S)-8-(5-(3-chlorophenyl)pyrimidin-2-yl)-9-oxooctahydro-2H-pyrazino[1,2-a]pyrazine-2-carbonitrile ClC=1C=C(C=CC1)C=1C=NC(=NC1)N1C([C@H]2N(CCN(C2)C#N)CC1)=O